Ethyl 4,6-Dihydroxy-2,3-Dimethylbenzoate OC1=C(C(=C(C(=O)OCC)C(=C1)O)C)C